(6aR,9S)-7-allyl-N-((R)-sec-butyl)-4,6,6a,7,8,9-hexahydroindolo[4,3-fg]quinoline-9-carboxamide C(C=C)N1C[C@H](C=C2C3=C4C(C[C@@H]12)=CNC4=CC=C3)C(=O)N[C@H](C)CC